C(#N)C(C)(C)NC(=O)C1=NC=CC(=C1)NC(=O)C1=CSC=C1 N-(1-cyano-1-methyl-ethyl)-4-(thiophene-3-carbonylamino)pyridine-2-carboxamide